6-amino-2'-(benzyloxy)-[5,5'-bipyrimidin] NC1=C(C=NC=N1)C=1C=NC(=NC1)OCC1=CC=CC=C1